ClC1=NC(=CC(=C1Br)C)Cl 2,6-dichloro-3-bromo-4-methylpyridine